trans-N-((trans-4-(3-Cyano-4-methoxyphenyl)cyclohexyl)methyl)-N-(4-(2-cyclopropylthiazol-5-yl)pyridin-2-yl)-4-hydroxycyclohexanecarboxamide C(#N)C=1C=C(C=CC1OC)[C@@H]1CC[C@H](CC1)CN(C(=O)[C@@H]1CC[C@H](CC1)O)C1=NC=CC(=C1)C1=CN=C(S1)C1CC1